COC(=O)C1=C(C2=C(S1)C=C(C=C2)SCC2=CC=CC=C2)OC 6-(benzylthio)-3-methoxybenzo[b]thiophene-2-carboxylic acid methyl ester